7-[5-chloro-2-(2,2,2-trifluoroethoxy)phenyl]-N-[(2,4-dimethoxyphenyl)methyl]cinnolin-4-amine ClC=1C=CC(=C(C1)C1=CC=C2C(=CN=NC2=C1)NCC1=C(C=C(C=C1)OC)OC)OCC(F)(F)F